O=C1NC(CCC1NC1=CC(=C(C(=C1)F)C1CCN(CC1)CC(=O)N1CCC(CC1)N1N=CC=C1)F)=O 1-[1-[2-[4-[4-[(2,6-dioxopiperidin-3-yl)amino]-2,6-difluorophenyl]piperidin-1-yl]acetyl]piperidin-4-yl]pyrazol